C(N)(=O)C1(CCC1)C(=O)NC 1-carbamoyl-N-methylcyclobutane-1-carboxamide